C1=CC=CC=2C3=CC=CC=C3C(C12)COC(=O)NCN1C(C(C(C1CC(C)(C)C)C1=C(C=CC(=C1)Cl)F)C1=CC=C(C=C1)Cl)C(=O)O (((((9H-fluoren-9-yl)methoxy)carbonyl)amino)methyl)-3-(4-chlorophenyl)-4-(5-Chloro-2-fluorophenyl)-5-neopentylpyrrolidine-2-carboxylic acid